3,3'-bipyrrole N1=CC(C=C1)=C1C=NC=C1